(R)-N-(5-cyano-4-((1-methoxypropan-2-yl)amino)pyridin-2-yl)-7-formyl-6-((2-carbonyl-1,3-oxazepin-3-yl)methyl)-3,4-dihydro-1,8-naphthyridin-1(2H)-carboxamide C(#N)C=1C(=CC(=NC1)NC(=O)N1CCCC2=CC(=C(N=C12)C=O)CN1C(OC=CC=C1)=C=O)N[C@@H](COC)C